Cl.C(C)OCC1(CCN(CC1)CC1=CC=C(S1)NC(C)=O)CCC1=CC=CC=C1 N-(5-((4-(ethoxymethyl)-4-phenethylpiperidin-1-yl)methyl)thiophen-2-yl)acetamide HCl